(S)-N-(3-(3-bromophenyl)-1-(methylamino)-1-oxopropan-2-yl)-3-(m-tolyl)-1H-pyrazole-5-carboxamide BrC=1C=C(C=CC1)C[C@@H](C(=O)NC)NC(=O)C1=CC(=NN1)C=1C=C(C=CC1)C